OC1CC(C1)NC(OC(C)(C)C)=O tert-butyl N-(3-hydroxycyclobutyl)carbamate